C(C1=CC=CC=C1)N1CC(CC1=O)C(=O)N(CC1=CC=NC=C1)C 1-benzyl-N-methyl-5-oxo-N-(pyridin-4-ylmethyl)pyrrolidine-3-carboxamide